OC1=C(C=O)C=C(C=C1OC)C=1C=NN(C1)C1=CC=CC=C1 2-hydroxy-3-methoxy-5-(1-phenyl-1H-pyrazol-4-yl)benzaldehyde